2-(trans-4-((4-(2-Cyclopropyloxazol-4-yl)pyridin-2-yl)((trans-4-(4-methoxy-3-methylphenyl)cyclohexyl)methyl)carbamoyl)cyclohexyl)acetic acid C1(CC1)C=1OC=C(N1)C1=CC(=NC=C1)N(C(=O)[C@@H]1CC[C@H](CC1)CC(=O)O)C[C@@H]1CC[C@H](CC1)C1=CC(=C(C=C1)OC)C